CC1=CC=C(C=C1)S(=O)(=O)NC(=O)NC1=CC(=CC=C1)OS(=O)(=O)C1=CC=CC=C1 N-(p-toluenesulfonyl)-N'-(3-benzenesulfonyloxyphenyl)urea